N2-(tert-Butyl)-N8-(3-chloro-2-fluorophenyl)-9-(piperidin-4-yl)-9H-purine-2,8-diamine C(C)(C)(C)NC1=NC=C2N=C(N(C2=N1)C1CCNCC1)NC1=C(C(=CC=C1)Cl)F